(5-chloro-6-cyanopyridin-3-yl)-2,6-dimethylpiperazine-1-carboxylic acid tert-butyl ester C(C)(C)(C)OC(=O)N1C(CNCC1C)(C)C=1C=NC(=C(C1)Cl)C#N